(3-(2-(2-(2-methoxyethoxy)ethoxy)ethyl)-1-vinyl-imidazole) bromide [Br-].COCCOCCOCCN1CN(C=C1)C=C